OC(=CC(=O)SCCNC(CCNC([C@@H](C(COP(OP(OC[C@@H]1[C@H]([C@H]([C@@H](O1)N1C=NC=2C(N)=NC=NC12)O)OP(=O)(O)O)(=O)O)(=O)O)(C)C)O)=O)=O)C 3-hydroxybutanenoyl-CoA